CN1CCN(CC1)C1=CC=C(C=C1)NC=1N=C(C2=C(N1)NC=C2C=O)OC2COCCC2 (2-((4-(4-methylpiperazin-1-yl)phenyl)amino)-4-((tetrahydro-2H-pyran-3-yl)oxy)-7H-pyrrolo[2,3-d]pyrimidin-5-yl)methanone